ClC=1C(=C2CC(CC2=CC1)NC=1C=CC(=NC1)C(C(F)(F)F)N1C(CC2(CC(NC2)=O)CC1)=O)F 8-(1-(5-((5-Chloro-4-fluoro-2,3-dihydro-1H-inden-2-yl)amino)pyridin-2-yl)-2,2,2-trifluoroethyl)-2,8-diazaspiro[4.5]decane-3,7-dione